N[C@H]1CCC[C@H](C(NC=2C=NN(C2C=2C=NC=C1C2)C(F)F)=O)C (9R,13S)-13-amino-3-(difluoromethyl)-9-methyl-3,4,7,16-tetraazatricyclo[12.3.1.02,6]Octadecan-1(18),2(6),4,14,16-pentaen-8-one